BrC=1C2=C(C=NC1)N(C=N2)C 7-Bromo-3-methyl-3H-imidazo[4,5-c]pyridine